BrC1=NC(=CC(=C1)C(CN(C(=O)OC(C)(C)C)CC1N(CCOC1)C(=O)OC(C)(C)C)=O)Cl tertbutyl 3-(((2-(2-bromo-6-chloropyridin-4-yl)-2-oxoethyl)(tert-butoxycarbonyl)amino)methyl)morpholine-4-carboxylate